C(C)(C)NC(COC=1C=C(C=CC1)B(O)O)=O (3-(2-(isopropylamino)-2-oxoethoxy)phenyl)boronic acid